COC1=CC=C(C=C1)CN1C(CCCC1=O)=O 1-[(4-methoxyphenyl)-methyl]piperidine-2,6-dione